C(C(=C)C)(=O)OC(C1=CC=CC=C1)(CC)C methylethylbenzyl methacrylate